C(C1=CC=CC=C1)OC(=O)N[C@H](C(=O)OC(C)(C)C)[C@H](CCCB1OC(C(O1)(C)C)(C)C)CNC([C@H](C)NC(=O)OC(C)(C)C)=O (2S,3R)-tert-butyl 2-(benzyloxy carbonylamino)-3-(((S)-2-(tert-butoxycarbonylamino)propanamido)methyl)-6-(4,4,5,5-tetramethyl-1,3,2-dioxaborolan-2-yl)hexanoate